FC1=CC(=C(C=C1)N1CN(C(C2=CC=C(C=C12)C(F)(F)F)=O)C1=NC=C(N=C1C)OC)C 1-(4-fluoro-2-methylphenyl)-3-(5-methoxy-3-methylpyrazin-2-yl)-7-(trifluoromethyl)-2,3-dihydroquinazolin-4(1H)-one